The molecule is an unsaturated fatty acid anion that is the conjugate base of (8S,9S)-epoxy-(10R)-hydroxyicosa-(5Z,11Z,14Z)-trienoic acid, obtained by deprotonation of the carboxy group. It is a conjugate base of an (8S,9S)-epoxy-(10R)-hydroxyicosa-(5Z,11Z,14Z)-trienoic acid. CCCCC/C=C\\C/C=C\\[C@@H]([C@@H]1[C@@H](O1)C/C=C\\CCCC(=O)[O-])O